(CYCLOPENTYLAMINO)ACETIC ACID C1(CCCC1)NCC(=O)O